N-[[5-[1-(4-acetyl-2,6-difluorophenyl)-1H-pyrazol-3-yl]-2-methylphenyl]methyl]carbamic acid methyl ester COC(NCC1=C(C=CC(=C1)C1=NN(C=C1)C1=C(C=C(C=C1F)C(C)=O)F)C)=O